BrC1=NNC2=C(C=CC=C12)CC 3-bromo-7-ethyl-1H-indazole